ClC1=NC=C(C(=N1)NCCC=1C=NC=CC1)C(=O)N 2-chloro-4-((2-(pyridin-3-yl)ethyl)amino)pyrimidin-5-carboxamide